FC=1C=C(C(=C(N)C1)N1C=CC=C1)C 5-fluoro-3-methyl-2-(1H-pyrrol-1-yl)aniline